2-α-glucosyl-glycerol [C@H]1([C@H](O)[C@@H](O)[C@H](O)[C@H](O1)CO)OC(CO)CO